t-Butyl-2-(4-((1-(3-hydroxypropyl)-1H-1,2,3-triazol-4-yl)methoxy)phenyl)-3,6,8-trioxo-2,7-diazaspiro[4.5]decane-7-carboxylate C(C)(C)(C)OC(=O)N1C(C2(CC(N(C2)C2=CC=C(C=C2)OCC=2N=NN(C2)CCCO)=O)CCC1=O)=O